6-chloro-1-(((2R,4R)-4-(methylsulfonyl)pent-2-yl)oxy)-2,7-naphthyridin ClC=1C=C2C=CN=C(C2=CN1)O[C@H](C)C[C@@H](C)S(=O)(=O)C